2,4-dimethyl-4-methoxycarbonyl-undecanedicarboxylic acid CC(C(C(=O)O)C(=O)O)CC(CCCCCCC)(C(=O)OC)C